BrC=1C(=NC=2N(C1N)N=CC2C=2C=NN(C2)C)[C@H]2CNCCC2 6-bromo-3-(1-methyl-1H-pyrazole-4-yl)-5-[(3R)-piperidin-3-yl]pyrazolo[1,5-a]pyrimidin-7-amine